C(C)(C)C1=C(C=CC=C1)C1N(CCN(C1)CC1=CC=C(C=C1)OC)C1NCC12CCC2 (2-(2-isopropylphenyl)-4-(4-methoxybenzyl)piperazin-1-yl)-2-azaspiro[3.3]heptane